2-{[6-(chloromethyl)-5-methylpyridin-3-yl]oxy}-N-methoxy-N-methylethylamine ClCC1=C(C=C(C=N1)OCCN(C)OC)C